6-{[(tert-butyldiphenylsilyl)oxy]Methyl}-6-methyl-1-(Oxacyclohexan-2-yl)-5,7-dihydro-4H-indazole-3-carboxylic acid ethyl ester C(C)OC(=O)C1=NN(C=2CC(CCC12)(C)CO[Si](C1=CC=CC=C1)(C1=CC=CC=C1)C(C)(C)C)C1OCCCC1